2-[2-(2-Aminoethoxy)ethoxy]ethyl N-[[2-(2,6-dioxo-3-piperidyl)-1-oxo-isoindolin-5-yl]methyl]carbamate O=C1NC(CCC1N1C(C2=CC=C(C=C2C1)CNC(OCCOCCOCCN)=O)=O)=O